C(C)C1=C(C=CC=C1)NC(=O)C1=NC=CC=C1 N-(2-ethylphenyl)pyridine-2-formamide